FC(C1(N(CC1)C(=O)OC(C)(C)C)C(=O)OC)F 1-(tert-butyl) 2-methyl 2-(difluoromethyl)azetidine-1,2-dicarboxylate